C(CCC)(=O)NC=1C=C(CN2CCN(CC2)C=2C=CC(=NC2)C(=O)NC)C=CC1 5-(4-(3-butyramidobenzyl)piperazin-1-yl)-N-methylpicolinamide